copper oxychloride copper [Cu].O(Cl)Cl.[Cu]